2-(7-azabicyclo[2.2.1]heptan-7-yl)-N-(3-sulfamoyl-phenyl)-5-(trifluoro-methyl)pyridine-3-carboxamide C12CCC(CC1)N2C2=NC=C(C=C2C(=O)NC2=CC(=CC=C2)S(N)(=O)=O)C(F)(F)F